N[C@@H](CC(=O)O)C(=O)C1=C(C=CC=C1)O aspartyl-phenol